O[C@H](CN(C(C1=C(C=C(C=C1)C1=CNC2=NC=C(N=C21)C2=CC(=C1CCN(CC1=C2)C)OC)C)=O)C)C (S)-N-(2-hydroxypropyl)-4-(2-(5-methoxy-2-methyl-1,2,3,4-tetrahydroisoquinolin-7-yl)-5H-pyrrolo[2,3-b]pyrazin-7-yl)-N,2-dimethylbenzamide